tert-butyl 4-[5-(1-ethoxyvinyl)-2-thienyl]-4-methoxy-piperidine-1-carboxylate C(C)OC(=C)C1=CC=C(S1)C1(CCN(CC1)C(=O)OC(C)(C)C)OC